(7R,14R)-1-(difluoromethoxy)-11-(4-(3-hydroxy-3-methylazetidin-1-yl)but-1-yn-1-yl)-6-(methyl-d3)-6,7-dihydro-7,14-methanobenzo[f]benzo[4,5]imidazo[1,2-a][1,4]diazocin-5(14H)-one FC(OC1=CC=CC=2C(N([C@H]3C=4N([C@@H](C21)C3)C3=C(N4)C=CC(=C3)C#CCCN3CC(C3)(C)O)C([2H])([2H])[2H])=O)F